2-(((3R,5S)-5-methylpyrrolidin-3-yl)oxy)imidazo[1,2-a]pyrimidine C[C@H]1C[C@H](CN1)OC=1N=C2N(C=CC=N2)C1